3-{4-[(2-amino-4-pyrimidinyl)oxy]-3-ethylphenyl}-1-[5-(trifluoromethyl)-3-pyridyl]imidazolidine-2,4-dione NC1=NC=CC(=N1)OC1=C(C=C(C=C1)N1C(N(CC1=O)C=1C=NC=C(C1)C(F)(F)F)=O)CC